N-[6-(2-aminoethoxy)-2-methyl-pyrimidin-4-yl]-5-phenyl-thiazol-2-amine NCCOC1=CC(=NC(=N1)C)NC=1SC(=CN1)C1=CC=CC=C1